1-(1-methylpiperidin-4-yl)-1H-pyrrolo[2,3-b]pyridine-5-carboxylic acid CN1CCC(CC1)N1C=CC=2C1=NC=C(C2)C(=O)O